[Na+].COCCS(=O)(=O)[O-] 2-methoxyethane-1-sulfonic acid sodium salt